ClC1=CC=C(N=N1)CNC(=O)C=1C=2C=NN(C2C=C(C1)OC)C1OCCCC1 N-((6-chloropyridazin-3-yl)methyl)-6-methoxy-1-(tetrahydro-2H-pyran-2-yl)-1H-indazole-4-carboxamide